FC1=C(C=CC(=C1)OC(C)C1=CC=CC=C1)C1=NC(=C2N=CNC2=N1)C=1CCNCC1 (2-fluoro-4-(1-phenylethoxy)phenyl)-6-(1,2,3,6-tetrahydropyridin-4-yl)-9H-purine